(1H-indol-2-yl)(5-phenoxy-1H-indol-2-yl)methanone N1C(=CC2=CC=CC=C12)C(=O)C=1NC2=CC=C(C=C2C1)OC1=CC=CC=C1